ClC1=NC(=CC(=C1)C1CN(CC(O1)C(F)(F)F)C(=O)OC(C)(C)C)C1=NC=NC(=C1)C(NC)=O tert-butyl 2-(2-chloro-6-(6-(methylcarbamoyl)pyrimidin-4-yl)pyridin-4-yl)-6-(trifluoromethyl)morpholine-4-carboxylate